FC=1C=C2C(N(C(=NC2=CC1)CCCCN(C(OC(C)(C)C)=O)C)CC(C)(C)C)=O tert-butyl (4-(6-fluoro-3-neopentyl-4-oxo-3,4-dihydroquinazolin-2-yl)butyl)(methyl)carbamate